FC=1C=C2C(=C(/C(/C2=CC1)=C/C1=CC=C(C=C1)C(F)(F)F)C)CC(=O)O (Z)-2-(5-fluoro-2-methyl-1-(4-trifluoromethylbenzylidene)-1H-inden-3-yl)acetic acid